di(heptadecan-9-yl) 6,6'-(ethane-1,2-diyl-bis((2-hydroxyethyl)azanediyl))dihexanoate C(CN(CCO)CCCCCC(=O)OC(CCCCCCCC)CCCCCCCC)N(CCO)CCCCCC(=O)OC(CCCCCCCC)CCCCCCCC